N-(3-((3-Chlorophenyl)ethynyl)-1-methyl-1H-pyrrolo[2,3-b]pyridin-5-yl)acrylamide ClC=1C=C(C=CC1)C#CC1=CN(C2=NC=C(C=C21)NC(C=C)=O)C